4-(7-(2-((tert-Butoxycarbonyl)amino)benzo[d]thiazol-4-yl)-6-chloro-8-fluoro-2-(methylsulfinyl)quinazolin-4-yl)piperazine-1-carboxylic acid tert-butyl ester C(C)(C)(C)OC(=O)N1CCN(CC1)C1=NC(=NC2=C(C(=C(C=C12)Cl)C1=CC=CC2=C1N=C(S2)NC(=O)OC(C)(C)C)F)S(=O)C